C1CCCC2C3CCC4CCCCC4C3CCC12 octadecahydrochrysen